NC1=NC(=C(C=C1C=1C=C2CCNC(C2=CC1)=O)C1=CC=C(C=C1)N1C2CN(C(C1)C2)C)F 6-(2-amino-6-fluoro-5-(4-(5-methyl-2,5-diazabicyclo[2.2.1]heptan-2-yl)phenyl)pyridin-3-yl)-3,4-dihydroisoquinolin-1(2H)-one